[Li+].P(=O)([O-])([O-])[O-].[Ti+4] titanium phosphate lithium salt